Cl.C(C=C)C1NCCC1 2-allylpyrrolidine hydrochloride